1,1-bis(trifluoromethoxy)difluoroethylene FC(OC(=C(F)F)OC(F)(F)F)(F)F